4-chloro-1-methyl-1H-pyrazole-3-carboxamide ClC=1C(=NN(C1)C)C(=O)N